CN1N=CC(=C1)NC1=NC=C(C(=N1)NCCC1=CC(=CC=C1)Cl)C(=O)N 2-((1-methyl-1H-pyrazol-4-yl)amino)-4-((3-chlorophenylethyl)amino)pyrimidin-5-carboxamide